(R)-1-((S)-6,8-difluorochroman-4-yl)-3-(2-isopropoxyphenyl)piperazine FC=1C=C2[C@H](CCOC2=C(C1)F)N1C[C@H](NCC1)C1=C(C=CC=C1)OC(C)C